3-(trimethoxysilylpropyl)dimethyl-dodecyl-ammonium chloride [Cl-].CO[Si](OC)(OC)CCCC(CC[NH+](C)C)CCCCCCCCC